P(=O)(O)(O)O[C@H]1[C@@H](O[C@@H]([C@H]1O)CO)N1C=NC=2C(N)=NC=NC12 phospho-adenosine